4-ethyl-8-(morpholinomethyl)-6-bromo-2H-benzo[b][1,4]oxazin-3(4H)-one C(C)N1C2=C(OCC1=O)C(=CC(=C2)Br)CN2CCOCC2